(S)-di-tert-butyl (3-hydroxypropane-1,2-diyl)dicarbamate OC[C@H](CNC(OC(C)(C)C)=O)NC(OC(C)(C)C)=O